(4-{[2-(4-chlorophenyl)imidazo[1,2-a]pyridine-3-yl]methyl}piperazin-1-yl)(6-isopropoxypyridin-2-yl)methanone ClC1=CC=C(C=C1)C=1N=C2N(C=CC=C2)C1CN1CCN(CC1)C(=O)C1=NC(=CC=C1)OC(C)C